fluoro-N1-phenylbenzene-1,2-diamine FC1=C(C(=CC=C1)NC1=CC=CC=C1)N